FC=1C(=NC(=NC1)NC1=CC=C(C(=N1)C)C=O)C=1C=C(C2=C(N(C(=N2)C)C(C)C)C1)F (6-((5-fluoro-4-(4-fluoro-1-isopropyl-2-methyl-1H-benzo[d]imidazol-6-yl)pyrimidin-2-yl)amino)-2-methylpyridin-3-yl)methanone